chloro-7-fluoroimidazo[1,2-a]pyridine ClC=1N=C2N(C=CC(=C2)F)C1